2-(6-methoxy-3-pyridyl)-N-[(R)-phenyl-[(3R)-1,2,3,4-tetrahydropyrido[2,3-b]pyrazin-3-yl]methyl]propan-1-amine COC1=CC=C(C=N1)C(CN[C@@H]([C@H]1CNC2=C(N1)N=CC=C2)C2=CC=CC=C2)C